5-fluoro-4-(N-methylacetylamino)-1-(tetrahydro-2H-pyran-2-yl)-1H-pyrazole-3-carboxylic acid FC1=C(C(=NN1C1OCCCC1)C(=O)O)NC(CC)=O